N[C@@H](CC(=O)OCC)C1=CC=C(C=C1)C1=C(C=CC=C1)C ethyl (S)-3-amino-3-(2'-methylbiphenyl-4-yl)propanoate